1-[4-(azetidin-3-yl)phenyl]-3-cyclopropyl-1,2,4-triazole N1CC(C1)C1=CC=C(C=C1)N1N=C(N=C1)C1CC1